3-(azidomethyl)benzo[b]thiophene N(=[N+]=[N-])CC=1C2=C(SC1)C=CC=C2